OC1=C2[C@H]3[C@H](C(OC2=CC(=C1)CCCCCCCC(=O)O)=C)CCC(=C3)C 8-[(6Ar,10aR)-1-hydroxy-9-methyl-6-methylidene-6a,7,8,10a-tetrahydrobenzo[c]chromen-3-yl]octanoic acid